NC=1C=CC(=C(C1)S(=O)(=O)NCC1=C(C=C(C=C1)OC)OC)N1N=C(N=C1)C(F)(F)F 5-Amino-N-(2,4-dimethoxybenzyl)-2-[3-(trifluoromethyl)-1H-1,2,4-triazol-1-yl]-benzenesulfonamide